2-(thiomorpholine-4-sulfonamido)-5-(trifluoromethyl)benzoic Acid N1(CCSCC1)S(=O)(=O)NC1=C(C(=O)O)C=C(C=C1)C(F)(F)F